ClC=1C=C(C#N)C=CC1N1C=NC(=C1)C1=NC(=NC=C1C(F)(F)F)N[C@@H]1[C@@H](CN(CC1)S(=O)(=O)C)C 3-Chloro-4-(4-(2-(((3R,4S)-3-methyl-1-(methylsulfonyl)-piperidin-4-yl)-amino)-5-(trifluoro-methyl)pyrimidin-4-yl)-1H-imidazol-1-yl)benzonitrile